ethylene perfluoro isobutyrate C(C(C)C)(=O)OF.C=C